F[C@]1(CCNC1=O)COC (2S,4R)-4-fluoro-4-(methoxymethyl)-5-oxopyrrolidin